F[C@H]1CN(C[C@@H]1NC1=NC(=CC=C1)C1=CN=C2N1N=CC(=C2)C2(CC2)C(F)(F)F)C(=O)OC(C)(C)C (3S,4S)-tert-butyl 3-fluoro-4-((6-(7-(1-(trifluoromethyl)cyclopropyl)imidazo[1,2-b]pyridazin-3-yl)pyridin-2-yl)amino)pyrrolidine-1-carboxylate